ClC1=CC2=C(N=NN(C2=O)C2C(NC(CC2)=O)=O)C=C1 3-(6-chloro-4-oxo-benzo[d][1,2,3]triazin-3(4H)-yl)piperidine-2,6-dione